lithium difluorophosphoramidite fluoromalonate FC(C(=O)[O-])C(=O)[O-].P(N)(F)F.[Li+].[Li+]